(R)-5-methoxy-7-(5-(pyrrolidin-3-yloxy)pentyl)-1,2,3,4-tetrahydro-1,8-naphthyridine hydrochloride Cl.COC1=C2CCCNC2=NC(=C1)CCCCCO[C@H]1CNCC1